C(C)(C)N1CC2=CC=C(C=C2CC1)C1=NNC(=C1C(C)C)C=1C=C(C=2N(C1)N=CN2)C 2-isopropyl-6-(4-isopropyl-5-(8-methyl-[1,2,4]triazolo[1,5-a]pyridin-6-yl)-1H-pyrazol-3-yl)-1,2,3,4-tetrahydroisoquinoline